BrC1=C(C=C(C=C1C(C)C)F)C(C)C 2-bromo-5-fluoro-1,3-bis(propan-2-yl)benzene